5'-methyl-4-pentyl-3-(piperidin-1-ylsulfonyl)-1',2',3',4'-tetrahydro-[1,1'-biphenyl]-2,6-diol CC=1CCCC(C1)C=1C(=C(C(=CC1O)CCCCC)S(=O)(=O)N1CCCCC1)O